CC1(C(N=CN1)=O)C 5,5-dimethyl-1H-imidazol-4(5H)-one